N-(4-Amino-2-tetrahydropyran-2-yl-pyrazolo[4,3-c]pyridin-7-yl)-N'-[1-[2-fluoro-4-(trifluoromethyl)phenyl]ethyl]-N'-methyl-oxamide NC1=NC=C(C=2C1=CN(N2)C2OCCCC2)NC(=O)C(=O)N(C)C(C)C2=C(C=C(C=C2)C(F)(F)F)F